CC1=C(C=NC(=C1)C(F)(F)F)NC1CN(CC1)C(=O)OC(C)(C)C Tert-Butyl 3-((4-Methyl-6-(Trifluoromethyl)Pyridin-3-Yl)Amino)Pyrrolidine-1-Carboxylate